3-(5-amino-2-(benzo[d]isoxazol-3-ylmethyl)-8-bromo-[1,2,4]triazolo[1,5-c]pyrimidin-7-yl)benzonitrile NC1=NC(=C(C=2N1N=C(N2)CC2=NOC1=C2C=CC=C1)Br)C=1C=C(C#N)C=CC1